C(C)(C)(C)OC(=O)N1[C@H](C[C@]2(OCC(C3=C2SC(=C3C)Cl)O)CC1)C (2S,4R)-2'-chloro-4'-hydroxy-2,3'-dimethyl-4',5'-dihydrospiro[piperidine-4,7'-thieno[2,3-C]pyran]-1-carboxylic acid tert-butyl ester